1-((1R,3s,5S)-8-propionyl-8-azabicyclo[3.2.1]octan-3-yl)-3-(4-(trifluoromethoxy)phenyl)urea C(CC)(=O)N1[C@H]2CC(C[C@@H]1CC2)NC(=O)NC2=CC=C(C=C2)OC(F)(F)F